tert-Butyl (6-chloro-4-(trifluoromethyl)pyridin-2-yl)carbamate ClC1=CC(=CC(=N1)NC(OC(C)(C)C)=O)C(F)(F)F